ClC1=CC(=C(COC2=CC=CC(=N2)C2CCN(CC2)CC=2N(C(=CN2)CO)CC)C=C1)F (2-((4-(6-((4-chloro-2-fluorobenzyl)oxy)pyridin-2-yl)piperidin-1-yl)methyl)-1-methylmethyl-1H-imidazol-5-yl)methanol